CSC1=CC=C(/C=C/Br)C=C1 (E)-4-methylthio-beta-bromostyrene